(1S,3r)-3-(((S)-6-(3-(difluoromethoxy)-5-fluorophenyl)-4-((3-(trifluoromethyl)phenyl)sulfonyl)-3,4-dihydro-2H-benzo[b][1,4]oxazin-2-yl)methyl)-1-methylcyclobutane-1-carboxylic acid FC(OC=1C=C(C=C(C1)F)C1=CC2=C(O[C@H](CN2S(=O)(=O)C2=CC(=CC=C2)C(F)(F)F)CC2CC(C2)(C(=O)O)C)C=C1)F